O(C1=CC=CC=C1)C1=CC=C(C=C1)C=1C=C2C=NC=NC2=C(C1)C1CN(CC1)C(C=C)=O 1-(3-(6-(4-phenoxyphenyl)quinazolin-8-yl)pyrrolidin-1-yl)prop-2-en-1-one